C(C=CCCCCCCCCCCCCC)(=O)OCC Hexadecenoic acid, ethyl ester